CN(C1=CC=C(CN2C=C3C(C=4C=CC=NC24)=CCN(C3)CC3=CC(=CC=C3)C#N)C=C1)C 6-(4-dimethylaminobenzyl)-3-(3-cyanobenzyl)-2,3,4,6-tetrahydropyrido[3,4-c][1,8]naphthyridine